FC=1C(=C(C=CC1)C(=O)N1[C@@H]2[C@@H](C[C@H](C1)CC2)OC2=NC=C(N=C2)C(F)(F)F)C2=NC=C(C=N2)F (3-fluoro-2-(5-fluoropyrimidin-2-yl)phenyl)((1S,4R,6R)-6-((5-(trifluoromethyl)pyrazin-2-yl)oxy)-2-azabicyclo[2.2.2]octan-2-yl)methanone